3-methyl-5-(((2S,3R)-2-methyl-1,1-dioxidotetrahydrothiophen-3-yl)amino)-8-(4-(trifluoromethyl)phenyl)pyrido[4,3-d]pyrimidin-4(3H)-one CN1C=NC2=C(C1=O)C(=NC=C2C2=CC=C(C=C2)C(F)(F)F)N[C@H]2[C@@H](S(CC2)(=O)=O)C